FC1=CC=C(C=C1)N1N=CC2=C1C=C1CCN(C[C@]1(C2)C(C2=NC=CC=C2)=O)S(=O)(=O)C=2C=CC(N(C2)C)=O (R)-5-((1-(4-fluorophenyl)-4a-picolinoyl-4a,5,7,8-tetrahydro-1H-pyrazolo[3,4-g]isoquinolin-6(4H)-yl)sulfonyl)-1-methylpyridin-2(1H)-one